ClC=1C=NN(C(C1Cl)=O)C(C(=O)NC=1C=CC(=C(C1)S(=O)OC)C)C methyl 5-[2-(4,5-dichloro-6-oxo-pyridazin-1-yl)propanoylamino]-2-methyl-benzenesulfinate